N-methyl-N-(methylsulfonyl)p-toluenesulfonamide CN(S(=O)(=O)C1=CC=C(C)C=C1)S(=O)(=O)C